ClC1=CC=C(C=C1)NNC(CCC(NC=1C=C(C=CC1)C)=C1C(NCC1=O)=O)=O N'-(4-chlorophenyl)-4-(2,4-dioxopyrrolidin-3-ylidene)-4-((m-tolyl)amino)butyrylhydrazine